O=C1NC(C2=C(N1)C=C(O2)CN2CCN(CC2)C=2C=CC(=NC2)C(=O)NC)=O 5-(4-((2,4-dioxo-1,2,3,4-tetrahydrofuro[3,2-d]pyrimidin-6-yl)methyl)piperazin-1-yl)-N-methylpicolinamide